C=CC(C(CCCCC)O)O trans-3,4-Nonendiol